FC1=NC=C(C(=C1)CC(=O)N)F (2,5-Difluoropyridin-4-yl)acetamide